CC=1SC(=C(N1)C1=CC=CC=C1)OC1=CC(=NC=C1)NC=1C=C(C=CC1)CS(=O)(=O)N (3-((4-((2-methyl-4-phenylthiazol-5-yl)oxy)pyridin-2-yl)amino)phenyl)methanesulfonamide